FC=1C=C(C=CC1[C@@H]1[C@@H](CCC2=CC(=CC=C12)O)C1CCOCC1)N1CCC(CC1)C=O 1-(3-Fluoro-4-((1R,2S)-6-hydroxy-2-(tetrahydro-2H-pyran-4-yl)-1,2,3,4-tetrahydronaphthalen-1-yl)phenyl)piperidine-4-carbaldehyde